2-([1-([2-Chlorophenyl]methyl)-5-[3-(oxetan-3-ylmethoxy)phenyl]-1H-pyrazol-3-yl]methoxy)-2-methylpropanoic acid ClC1=C(C=CC=C1)CN1N=C(C=C1C1=CC(=CC=C1)OCC1COC1)COC(C(=O)O)(C)C